(3,4-dihydroxyphenyl)-3'-(4-ethylbenzoyl)-1'-methylspiro[indoline-3,2'-pyrrolidin]-2-one OC=1C=C(C=CC1O)C1(C2(N(CC1)C)C(NC1=CC=CC=C12)=O)C(C1=CC=C(C=C1)CC)=O